CC1(OCC(O1)COC1=NC=CC(=C1)N)C ((2,2-dimethyl-1,3-dioxolan-4-yl)methoxy)pyridin-4-amine